N1=C(C(=CC=C1)C(=O)[O-])C1=NC=CC=C1C(=O)[O-].[Na+].[Na+] sodium 2,2'-bipyridine-3,3'-dicarboxylate